(4S,5R)-5-(3-fluorophenyl)-3-(3-isoquinolin-4-ylpropanoyl)-4-methyl-1,3-oxazolidin-2-one FC=1C=C(C=CC1)[C@@H]1[C@@H](N(C(O1)=O)C(CCC1=CN=CC2=CC=CC=C12)=O)C